7-(8-chloro-7-fluoronaphthalen-1-yl)-8-fluoro-2-(((2S,7aR)-2-fluorohexahydro-1H-pyrrolizin-7a-yl)methoxy)-N-methyl-N-((R)-pyrrolidin-3-yl)pyrido[4,3-d]pyrimidin-4-amine ClC=1C(=CC=C2C=CC=C(C12)C1=C(C=2N=C(N=C(C2C=N1)N([C@H]1CNCC1)C)OC[C@@]12CCCN2C[C@H](C1)F)F)F